5-((s)-2,6-dioxopiperidin-3-yl)pyridin O=C1NC(CC[C@H]1C=1C=CC=NC1)=O